OCCN1CCN(CC1)C=1C=C2C(=NC(=NC2=CC1OC)C)N[C@H](C)C=1C(=C(C#N)C=CC1)C (R)-3-(1-((6-(4-(2-hydroxyethyl)piperazin-1-yl)-7-methoxy-2-methylquinazolin-4-yl)amino)ethyl)-2-methylbenzonitrile